C12N(CC(NC1)CC2)C=2C1=C(N=C(N2)OCC23CCCN3CCC2)C(N(C(=C1)C(F)(F)F)C1=CC(=CC2=CC=C(C(=C12)F)F)O)=O 4-(2,5-Diazabicyclo[2.2.2]octan-2-yl)-7-(7,8-difluoro-3-hydroxynaphthalen-1-yl)-2-((tetrahydro-1H-pyrrolizin-7a(5H)-yl)methoxy)-6-(trifluoromethyl)pyrido[3,4-d]pyrimidin-8(7H)-one